5-chloro-1,3-benzothiazol ClC=1C=CC2=C(N=CS2)C1